1-(3-methyl-1H-indol-5-yl)methylamine CC1=CNC2=CC=C(C=C12)CN